CN1CC(C1)(C)[C@@](C=1C=C(C=NC1)C1=NC(=NO1)C(CO)(C)C)(C1=CC=C(C=C1)CC(F)(F)F)O 2-[5-(5-{(R)-(1,3-Dimethyl-azetidin-3-yl)-hydroxy-[4-(2,2,2-trifluoro-ethyl)-phenyl]-methyl}-pyridin-3-yl)-[1,2,4]oxadiazol-3-yl]-2-methyl-propan-1-ol